2,2-difluoro-2-(8-hydroxy-1,4-dioxaspiro[4.5]decan-8-yl)ethyl 4-methylbenzenesulfonate CC1=CC=C(C=C1)S(=O)(=O)OCC(C1(CCC2(OCCO2)CC1)O)(F)F